NCCCNC(CC(=O)NCC1C2C(C(CC1)C2)(C)C)=O N-(3-aminopropyl)-N'-(6,6-dimethylbicyclo[3.1.1]heptane-2-ylmethyl)malonic acid diamide